4'-(6-chloro-2-(((3r,3ar,6r,6ar)-6-hydroxyhexahydrofuro[3,2-b]furan-3-yl)oxy)-1H-benzo[d]imidazol-5-yl)-N-(2-(3-(2-hydroxyethyl)ureido)ethyl)-[1,1'-biphenyl]-4-carboxamide ClC=1C(=CC2=C(NC(=N2)O[C@H]2[C@@H]3[C@H](OC2)[C@@H](CO3)O)C1)C1=CC=C(C=C1)C1=CC=C(C=C1)C(=O)NCCNC(=O)NCCO